[Na].[PH2](OCC=O)=O formylmethyl phosphinate sodium salt